FC(C=1C=C(C=CC1F)C=1C=C(C=NC1)[C@@H](C)N1C(OCCC1)=O)F |r| (R/S)-3-[1-[5-[3-(difluoromethyl)-4-fluoro-phenyl]-3-pyridyl]ethyl]-1,3-oxazinan-2-one